O1B=CC=C1 [1,2]oxaborole